CN(C\C=C/1\C(N(CC1)C=1C=CC=2N=CN=C(C2N1)NC1=CC(=C(C=C1)CC1=CC2=C(N(C=N2)C)C=C1)C)=O)C (3E)-3-[2-(dimethylamino)ethylidene]-1-[4-({3-methyl-4-[(1-methyl-1,3-benzodiazol-5-yl)methyl]phenyl}amino)pyrido[3,2-d]pyrimidin-6-yl]pyrrolidin-2-one